C1(=CC=CC=C1)C1N(CCC1C(=O)OC)C(=O)OC(C)(C)C 1-(tert-butyl) 3-methyl 2-phenylpyrrolidine-1,3-dicarboxylate